C(C(C)(C)C)NC=1N=CC2=C(N1)NC=C2C2=CC1=C(C(NCCO1)=O)C=C2 8-(2-(neopentylamino)-7H-pyrrolo[2,3-d]pyrimidin-5-yl)-3,4-dihydrobenzo[f][1,4]oxazepin-5(2H)-one